tert-Butyl ((5-((5-(3-chlorophenyl)-6-(difluoromethoxy)pyridin-3-yl)methyl)pyridin-3-yl)methyl)carbamate ClC=1C=C(C=CC1)C=1C=C(C=NC1OC(F)F)CC=1C=C(C=NC1)CNC(OC(C)(C)C)=O